4-({3-methoxy-4-[5-(methoxymethyl)-1,2,4-oxadiazol-3-yl]pyridin-2-yl}amino)-N-(2H3)methyl-6-propanamidopyridine-3-carboxamide COC=1C(=NC=CC1C1=NOC(=N1)COC)NC1=C(C=NC(=C1)NC(CC)=O)C(=O)NC([2H])([2H])[2H]